NC=1C(=CC(=C(C1)C=1C(N(N=C(C1)CC)C)=O)C)C 4-(5-amino-2,4-dimethyl-phenyl)-6-ethyl-2-methyl-pyridazin-3-one